2-cyclopropyl-5-[3-(1,3,5-trimethylpyrazol-4-yl)pyrazolo[1,5-a]pyridin-5-yl]furan-3-carboxylic acid C1(CC1)C=1OC(=CC1C(=O)O)C1=CC=2N(C=C1)N=CC2C=2C(=NN(C2C)C)C